CC1=C2C=C(N(C2=CC=C1CN1CCC2(CN(C2)C2=NC=NC3=CC=C(C=C23)CC(F)(F)F)CC1)CCN1CCOCC1)C#N 4-methyl-1-(2-morpholinoethyl)-5-((2-(6-(2,2,2-trifluoroethyl)quinazolin-4-yl)-2,7-diazaspiro[3.5]nonan-7-yl)methyl)-1H-indole-2-carbonitrile